C(CCCCC)OCC(C)N 1-hexoxypropan-2-amine